(2R,4R)-N2-(3-((+)-1-amino-3-cyclopropyl-1-(pyridin-4-yl)propyl)phenyl)-N1-(5-chloropyridin-2-yl)-4-methoxypyrrolidine-1,2-dicarboxamide NC(CCC1CC1)(C1=CC=NC=C1)C=1C=C(C=CC1)NC(=O)[C@@H]1N(C[C@@H](C1)OC)C(=O)NC1=NC=C(C=C1)Cl